1-(4-bromo-5-fluoro-pyrimidin-2-yl)piperidine-4-carboxylic acid methyl ester COC(=O)C1CCN(CC1)C1=NC=C(C(=N1)Br)F